1-(5-(4-AMINO-7-CYCLOBUTYL-7H-PYRROLO[2,3-D]PYRIMIDIN-5-YL)IMIDAZO[1,2-A]PYRIDIN-8-YL)-3-(4-((1-ETHYLPIPERIDIN-4-YL)OXY)-3-(TRIFLUOROMETHYL)PHENYL)UREA NC=1C2=C(N=CN1)N(C=C2C2=CC=C(C=1N2C=CN1)NC(=O)NC1=CC(=C(C=C1)OC1CCN(CC1)CC)C(F)(F)F)C1CCC1